ClC=1C=C(C2=C(C(=C(O2)C)COC2=C(C=CC(=C2)OC)CC(=O)OCC)C1)C1CC1 ethyl 2-(2-((5-chloro-7-cyclopropyl-2-methylbenzofuran-3-yl)methoxy)-4-methoxyphenyl)acetate